3β-hydroxy-5α-pregnan-20-one O[C@@H]1C[C@@H]2CC[C@H]3[C@@H]4CC[C@H](C(C)=O)[C@]4(CC[C@@H]3[C@]2(CC1)C)C